(Z)-3-ethyl-5-(naphthalen-2-ylmethylene)imidazolidine-2,4-dione C(C)N1C(N\C(\C1=O)=C/C1=CC2=CC=CC=C2C=C1)=O